C(C)(C)(C)N1C=NC(=C1F)C(=O)NC1=CC(=C(C=C1)C)C=1C=C(C=2N(C1)C=CN2)N2CCOCC2 1-(Tert-butyl)-5-fluoro-N-(4-methyl-3-(8-morpholinoimidazo[1,2-a]pyridin-6-yl)phenyl)-1H-imidazole-4-carboxamide